O1CCN(CC1)C=1C2=C(N=CN1)N(C(=C2)C2=CC=C(C=C2)O)COCC[Si](C)(C)C 4-(4-morpholino-7-((2-(trimethylsilyl)ethoxy)methyl)-7H-pyrrolo[2,3-d]pyrimidin-6-yl)phenol